5,5'-dimethyl-2,2'-diaminobiphenyl CC=1C=CC(=C(C1)C1=C(C=CC(=C1)C)N)N